1,3,5-tris(dimethylisopropylamino)benzene CCC(C)(NC1=CC(=CC(=C1)NC(CC)(C)C)NC(CC)(C)C)C